N1(CCSCC1)C(CCCCCCCCCCC)=O 1-(thiomorpholin-4-yl)dodecan-1-one